CC1NCCCC1 2-methyl-piperidine